tert-butyl (3R,8aS)-3-(mercaptomethyl)hexahydropyrrolo[1,2-a]pyrazine-2(1H)-carboxylate SC[C@@H]1N(C[C@H]2N(C1)CCC2)C(=O)OC(C)(C)C